2-methyl-1-(4-methyltetrahydropyran-2-yl)propanethiol CC(C(S)C1OCCC(C1)C)C